NC(CN1CC(C1)OC1=CC=C(C(=C1C(=O)O)O)C1(C)CB1)(C(=O)NCCO)C 6-[(1-{2-amino-3-[(2-hydroxyethyl)amino]-2-methyl-3-oxopropyl}azetidin-3-yl)oxy]-3-[2-boranopropyl]-2-hydroxybenzoic acid